NC(CCC1CC1)(C1=CC=NC=C1)C=1C=CC(=C(C1)NC(=O)[C@@H]1N(C[C@@H](C1)O)C(=O)NC1=CC=C(C=C1)Cl)F (2R,4R)-N2-(5-((+)-1-amino-3-cyclopropyl-1-(pyridin-4-yl)propyl)-2-fluorophenyl)-N1-(4-chlorophenyl)-4-hydroxypyrrolidine-1,2-dicarboxamide